BrC1=CC=C(C=C1)NC1=NC=C2C(N(N(C2=N1)C1=NC(=CC=C1)OC1CCN(CC1)C)CC=C)=O 6-(4-bromophenylamino)-1-[6-(1-methylpiperid-4-yloxy)pyrid-2-yl]-2-(prop-2-enyl)-1,2-dihydro-3H-1,2,5,7-tetraazainden-3-one